(S)-4-(2-(2-(3-Chlorophenyl)acetamido)-2-(4-ethylthiazol-2-yl)ethyl)phenyl-sulfamic acid ClC=1C=C(C=CC1)CC(=O)N[C@@H](CC1=CC=C(C=C1)NS(O)(=O)=O)C=1SC=C(N1)CC